O=C1N(CC2=C3C(=CC=C12)C1(CCN(CC1)CC1=CC=2N(C=C1)N=CC2)CO3)C3C(NC(CC3)=O)=O 3-(6-oxo-1'-(pyrazolo[1,5-a]pyridin-5-ylmethyl)-6,8-dihydro-2H,7H-spiro[furo[2,3-e]isoindole-3,4'-piperidin]-7-yl)piperidine-2,6-dione